1-methyl-N-(6-(1-methyl-1H-1,2,3-triazol-5-yl)isoquinolin-3-yl)piperidine-4-carboxamide CN1CCC(CC1)C(=O)NC=1N=CC2=CC=C(C=C2C1)C1=CN=NN1C